5-((3-((2-(Difluoromethoxy)-6-methylpyridin-3-yl)carbamoyl)-3-(2-isopropylphenyl)azetidin-1-yl)methyl)-1H-pyrrol FC(OC1=NC(=CC=C1NC(=O)C1(CN(C1)CC1=CC=CN1)C1=C(C=CC=C1)C(C)C)C)F